C12C(C=C(N1)C=C1C=CC(=N1)C=C1C=CC(N1)=CC=1C=CC(N1)=C2)=N porphineimin